OCC=1C=C(C=CC1)C1=CC(=NN1CC1=CC=C(C=C1)OC)CP(OCC)(OCC)=O diethyl ({5-[3-(hydroxymethyl)phenyl]-1-(4-methoxybenzyl)-1H-pyrazol-3-yl}methyl)phosphonate